(P)-(1R,9R)-6-(6-hydroxy-8-quinolinyl)-10,10-dimethyl-4-(2-(2-propenoyl)-2,6-diazaspiro[3.4]octan-6-yl)-3-azatricyclo[7.1.1.02,7]undeca-2,4,6-triene-5-carbonitrile OC=1C=C2C=CC=NC2=C(C1)C=1C(=C(N=C2[C@H]3C([C@@H](CC12)C3)(C)C)N3CC1(CN(C1)C(C=C)=O)CC3)C#N